NC=1C=C(C=C(C1)C(F)(F)F)[C@@H](C)NC1=C2C(=NC(=N1)C)N1C(C(=C2)C(=O)OCC)=NC=N1 Ethyl (R)-6-((1-(3-amino-5-(trifluoromethyl)phenyl)ethyl)amino)-8-methyl-[1,2,4]triazolo[1',5':1,6]pyrido[2,3-d]pyrimidine-4-carboxylate